C1(=CC=CC2=CC=CC=C12)C(C)NS(=O)C(C)(C)C 2-methylpropan-2-sulfinic acid 1-(naphthalen-1-yl)ethylamide